BrC1=CC(=C(OC2OCCCC2)C=C1)F 2-(4-bromo-2-fluoro-phenoxy)tetrahydropyran